[Zn].C(N)(SCCSC(N)=S)=S ethylene bis(dithiocarbamate) zinc